ClC=1C=C2C(C(=C(OC2=CC1)C(=O)OCC)C(C1=CC(=C(C=C1)OC)OC)=O)=O Ethyl 6-chloro-3-(3,4-dimethoxybenzoyl)-4-oxo-4H-chromene-2-carboxylate